[Br-].[Br-].C(C)C1(C(=C(C(=C1C)C)C)C)[Zr+2]C1C(=CC2=CC=CC=C12)CC (1-ethyl-2,3,4,5-tetramethylcyclopentadienyl)(2-ethylindenyl)zirconium dibromide